isopropyl laurylsarcosinate C(CCCCCCCCCCC)N(C)CC(=O)OC(C)C